C(C)(=O)OC=C\C=C\CCCCCCCCC (4E,7Z)-tridecadiene-1-ol acetate